2-amino-3-(4-(2-(4-aminophenyl)-1-cyanovinyl)phenyl)propanoic acid NC(C(=O)O)CC1=CC=C(C=C1)C(=CC1=CC=C(C=C1)N)C#N